3-[[(1-methylethyl)sulfonyl]methyl]-N-(5-methyl-1,3,4-oxadiazol-2-yl)-5-(trifluoromethyl)-1,2,4-triazol CC(C)S(=O)(=O)CC1=NN(C(=N1)C(F)(F)F)C=1OC(=NN1)C